[Co+2].S1SC(C=C1)C(=O)[O-].S1SC(C=C1)C(=O)[O-] bis(dithiolate) cobalt